NC1=NC=2C=NC(=CC2C2=C1COC2)C(=O)N([C@H](C)C2=NC=C(C=C2)C(F)(F)F)CC 4-amino-N-ethyl-N-((1R)-1-(5-(trifluoromethyl)-2-pyridinyl)ethyl)-1,3-dihydrofuro[3,4-c][1,7]naphthyridine-8-carboxamide